N1=CC=CC=2C(CCC3(C12)OC3)C(=O)N 6',7'-dihydro-5'H-spiro[oxirane-2,8'-quinoline]-5'-carboxamide